BrC1=CC=C(C=C1)[C@]12[C@](C=3C(=NC(=CC3O1)OC)OC)([C@@H]([C@@H]([C@H]2C2=CC=CC=C2)C(=O)O)O)O |r| rac-(5aR,6S,7R,8R,8aS)-5a-(4-bromophenyl)-8,8a-dihydroxy-1,3-dimethoxy-6-phenyl-5a,7,8,8a-tetrahydro-6H-cyclopenta[4,5]furo[3,2-c]pyridine-7-carboxylic acid